(4-methylphenyl)sulfane CC1=CC=C(C=C1)S